FC(S(=O)(=O)[O-])(F)F.ClC1=C(C=CC(=C1)C(C1=CC=CC=C1)=O)SC1=CC=C(C=C1)[S+](C1=CC=C(C=C1)Cl)C1=CC=C(C=C1)Cl 4-(2-chloro-4-benzoylphenylthio)phenylbis(4-chlorophenyl)sulfonium trifluoromethanesulfonate